ClC=1C=C(C=C2C=C(N=CC12)NC(=O)[C@H]1[C@@H](C1)C#N)C1=C(C=C(C=C1)C#N)C |r| (±)-trans-N-[8-chloro-6-(4-cyano-2-methyl-phenyl)-3-isoquinolinyl]-2-cyano-cyclopropanecarboxamide